C(OCI)(OC1C2(CCC(C1)C2(C)C)C)=O iodomethyl (1,7,7-trimethylbicyclo[2.2.1]heptan-2-yl) carbonate